5-(((1R,4R)-5-((4'-chloro-5,5-dimethyl-3,4,5,6-tetrahydro-[1,1'-Biphenyl]-2-yl)methyl)-2,5-diazabicyclo[2.2.1]heptan-2-yl)methyl)-4-fluoro-1-oxoisoindoline ClC1=CC=C(C=C1)C1=C(CCC(C1)(C)C)CN1[C@H]2CN([C@@H](C1)C2)CC=2C(=C1CNC(C1=CC2)=O)F